C1(=CC=CC=C1)C(=O)N1CCN(CC1)C1=CC=CC=C1 phenyl-(4-phenylpiperazin-1-yl)methanone